COP(=O)(OC)O.CN1CN(C=C1)C 1,3-dimethyl-imidazole dimethyl-phosphate salt